3,3a,4,5,6,7-Hexahydro-2H-chromeno[5,4-cd]azepin-6-ium chloride [Cl-].O1CCC2C3=C(C[NH2+]CC2)C=CC=C13